C(#N)C=1C=CC(=NC1)C1(CCN(CC1)C(=O)OC(C)(C)C)F tert-butyl 4-(5-cyanopyridin-2-yl)-4-fluoropiperidine-1-carboxylate